CN1CC(C1)NCCCCC(=O)OC(CCC\C=C/CCCCC)C(CCC\C=C/CCCCC)CCC\C=C/CCCCC (6Z,16Z)-12-((Z)-dec-4-en-1-yl)docosa-6,16-dien-11-yl 5-((1-methylazetidin-3-yl)amino)pentanoate